Ethyl 2-(4,4-dimethyl-2-oxocyclohexyl)-2-oxoacetate CC1(CC(C(CC1)C(C(=O)OCC)=O)=O)C